2-[7-(4-azaspiro[2.5]oct-7-yl)-7H-pyrrolo[2,3-c]pyridazin-3-yl]-5-(1H-1,2,3-triazol-1-yl)phenol dihydrochloride Cl.Cl.C1CC12NCCC(C2)N2C=CC1=C2N=NC(=C1)C1=C(C=C(C=C1)N1N=NC=C1)O